ClC=1N=C[N-]C1Cl.[Cl+].ClC=1C(N(N=CC1NCC1COCCC1)C1CCN(CC1)C1=C(C=CC=C1)F)=O 4-chloro-2-[1-(2-fluorophenyl)-4-piperidyl]-5-(tetrahydropyran-3-ylmethylamino)pyridazin-3-one chlorine (4,5-dichloroimidazolate)